4,4'-(ethyne-1,2-diyl)diphenol C(#CC1=CC=C(C=C1)O)C1=CC=C(C=C1)O